NC1=C2C(=NC=N1)N(N=C2C2=NOC(=C2C2=NC=C(C=N2)C2CCN(CC2)C(=O)OCC(=O)OC(C)(C)C)C2CC2)C2CC2 (2-tert-butoxy-2-oxo-ethyl) 4-[2-[3-(4-amino-1-cyclopropyl-pyrazolo[3,4-d]pyrimidin-3-yl)-5-cyclopropyl-isoxazol-4-yl]pyrimidin-5-yl]piperidine-1-carboxylate